3,4-difluorobenzaldehyde oxime FC=1C=C(C=NO)C=CC1F